1-bromo-2,4,5-trifluoro-3-methoxybenzene BrC1=C(C(=C(C(=C1)F)F)OC)F